IC1=CC=C(C=C1)[C@]12CCC[C@H](CC1)N2 (4'-iodophenyl)demethyltropane